(R)-N-(4-bromobenzyl)-4-(2-(3-fluoro-4-(trifluoromethyl)phenyl)-2H-pyrazolo[3,4-d]pyrimidin-4-yl)piperazine-2-carboxamide BrC1=CC=C(CNC(=O)[C@@H]2NCCN(C2)C=2C=3C(N=CN2)=NN(C3)C3=CC(=C(C=C3)C(F)(F)F)F)C=C1